(S)-6-chloro-N-(3-methyltetrahydrofuran-3-yl)-8-(2-(2,2,2-trifluoroethoxy)phenyl)imidazo[1,2-a]pyridine-2-carboxamide ClC=1C=C(C=2N(C1)C=C(N2)C(=O)N[C@@]2(COCC2)C)C2=C(C=CC=C2)OCC(F)(F)F